FC(COC=1C=2N(C=C(N1)C1=CC(=NC=C1OC)[C@@H](C)N(S(=O)C(C)(C)C)CC)C=CN2)(CC=C)F N-((R)-1-(4-(8-((2,2-difluoropent-4-en-1-yl)oxy)imidazo[1,2-a]pyrazin-6-yl)-5-methoxypyridin-2-yl)ethyl)-N-ethyl-2-methylpropan-2-sulfinamide